NC1=C(C(=NC=C1)N1N=CC(=C1)Br)S(=O)(=O)N=CN(C)C amino-2-(4-bromo-1H-pyrazol-1-yl)-N-[(dimethylamino)methylene]pyridine-3-sulfonamide